2-methyl-1,5-diisocyanaton-pentane CC(CN=C=O)CCCN=C=O